4-(1-(1-chloro-4-methylpyrido[3,4-d]pyridazin-7-yl)piperidine-4-carbonyl)piperidine-1-carboxylic acid tert-butyl ester C(C)(C)(C)OC(=O)N1CCC(CC1)C(=O)C1CCN(CC1)C1=CC=2C(=C(N=NC2Cl)C)C=N1